OC1[C@H](O)[C@H](O)[C@H](O)[C@H](O1)CO D-Allopyranose